C(C)[C@@]12[C@H]([C@@H]3CC[C@H]4[C@@]([C@H]3CC1)(CCC[C@@](C4)(C)O)C)CC[C@@H]2C(C)=O 1-((1S,3aS,3bR,5aR,7R,10aS,10bS,12aS)-12a-ethyl-7-hydroxy-7,10a-dimethyloctadecahydrocyclohepta[a]cyclopenta[f]naphthalen-1-yl)ethanone